FC1=CC=C2C=C(C=C(C2=C1OC(F)(F)F)O)OCOC 7-fluoro-3-(methoxymethoxy)-8-(trifluoromethoxy)naphthalen-1-ol